C(#N)COC=1C=NC(=NC1)N1C[C@H](N([C@H](C1)C)C(=O)OC1CC2(CN(C2)CC2=CC=CC=C2)C1)C 2-benzyl-2-azaspiro[3.3]heptan-6-yl (2R,6S)-4-[5-(cyanomethoxy)pyrimidin-2-yl]-2,6-dimethyl-piperazine-1-carboxylate